2,4-Diamino-6-isopropenyl-1,3,5-triazine NC1=NC(=NC(=N1)N)C(=C)C